methylvinyl-silafluorene CC=C[Si]1=CC=CC=2C3=CC=CC=C3CC12